tert-butyl (4-(((5-methoxypyridin-2-yl)methyl)amino)butyl)carbamate COC=1C=CC(=NC1)CNCCCCNC(OC(C)(C)C)=O